[I-].C(CCCCCCCCCCC)N1C=[N+](C=C1)C 1-Dodecyl-3-methylimidazolium iodide